C(C)C1=C(C2=C(OCCO2)C=C1)N1CCN(CC1)CC 6-Ethyl-5-(4-ethylpiperazin-1-yl)-2,3-dihydro-1,4-benzodioxine